FC(OC1=CC=C(C=C1)C(C)[C@@]1(N(C[C@H](NC1)CC)C1=CC(=NC=2C=CC(N(C12)C)=O)C#N)C)F (2S,5R)-4-(1-(4-(Difluoromethoxy)phenyl)ethyl-5-ethyl-2-methylpiperazin-1-yl)-5-methyl-6-oxo-5,6-dihydro-1,5-naphthyridin-2-carbonitril